C(C)(C)C1CCC=2C(=CC=CC12)N isopropyl-2,3-dihydro-1H-inden-4-amine